(7R,8aS)-7-(2,3-dichloro-6-hydroxyphenyl)-2-[1-(2-hydroxyacetyl)azetidin-3-yl]-hexahydropyrrolo[1,2-a]pyrazin-4-one ClC1=C(C(=CC=C1Cl)O)[C@H]1C[C@@H]2N(C(CN(C2)C2CN(C2)C(CO)=O)=O)C1